COC1(O)[C@](O)([C@@](O)([C@@H](O1)C(O)C(C)=O)C(C)=O)C(C)=O 1-methoxy-2,3,5-triacetyl-L-arabinofuranose